2,5-dicyanopentyl isobutyrate C(C(C)C)(=O)OCC(CCCC#N)C#N